5-cyano-2-(2-cyano-6-(((tetrahydro-2H-pyran-4-yl)methyl)amino)isoindolin-4-yl)benzamide C(#N)C=1C=CC(=C(C(=O)N)C1)C1=C2CN(CC2=CC(=C1)NCC1CCOCC1)C#N